CC1=C(C(=C(C(=C1CC1=CC(=C(C(=C1)C(C)(C)C)O)C(C)(C)C)C)CC1=CC(=C(C(=C1)C(C)(C)C)O)C(C)(C)C)C)CC1=CC(=C(C(=C1)C(C)(C)C)O)C(C)(C)C 4,4',4''-((2,4,6-trimethylbenzene-1,3,5-triyl)tris(methylene))tris(2,6-di-tert-butylphenol)